C(C)(=O)C1=NN(C2=CC=C(C=C12)C=1C=NC(=NC1)C)CC(=O)N1[C@@H](C[C@](C1)(F)CO[Si](C)(C)C(C)(C)C)C(=O)NC1=NC(=CC=C1)Br (2S,4R)-1-(2-(3-Acetyl-5-(2-methylpyrimidin-5-yl)-1H-indazol-1-yl)acetyl)-N-(6-bromopyridin-2-yl)-4-(((tert-butyldimethylsilyl)oxy)methyl)-4-fluoropyrrolidine-2-carboxamide